nerol oxide OCC1C(CCC=C(C)C)(C)O1